C(C)O[Si](CCCCC=C)(OCC)OCC triethoxy(hex-5-enyl)silane